CC(CC)C=1C=2N(N=CC1NC(=O)NC1=CC(=NN1C)C#N)C=C(N2)Cl N-(8-(butan-2-yl)-2-chloroimidazo[1,2-b]pyridazin-7-yl)-N'-(3-cyano-1-methyl-1H-pyrazol-5-yl)urea